[Cl-].C(C=C)(=O)OCC[N+](C)(C)C [2-(acryloxy)ethyl]trimethylammonium chloride